O1C(OCC1)C=1C=CC(=NC1)N1C(C(=CC=C1)NC(OCC1=CC=CC=C1)=O)=O Benzyl N-[5'-(1,3-dioxolan-2-yl)-2-oxo-[1,2'-bipyridin]-3-yl]carbamate